rac-(4aR,8aS)-6-(4-(5-Chloro-1-(cyclopropylmethyl)-1H-indol-3-yl)piperidine-1-carbonyl)hexahydro-2H-pyrido[4,3-b][1,4]oxazin-3(4H)-one ClC=1C=C2C(=CN(C2=CC1)CC1CC1)C1CCN(CC1)C(=O)N1C[C@@H]2[C@@H](OCC(N2)=O)CC1 |r|